BrC=1C(=C(C(=O)[O-])C=CC1)C 3-bromo-2-methylbenzoate